N-(5-(benzyloxy)-1,3,4-thiadiazol-2-yl)-3-(2-methoxyphenyl)isonicotinamide C(C1=CC=CC=C1)OC1=NN=C(S1)NC(C1=C(C=NC=C1)C1=C(C=CC=C1)OC)=O